(1r,2s)-2-{3-[(5-cyclopropyl-2-methylpyrazol-3-yl)amino]-1H-indazol-6-yl}-5'-methoxy-1'H-spiro[cyclopropan-1,3'-indol]-2'-one C1(CC1)C=1C=C(N(N1)C)NC1=NNC2=CC(=CC=C12)[C@@H]1C[C@@]12C(NC1=CC=C(C=C21)OC)=O